5-(2-chloro-5-fluorophenyl)-1-ethyl-6-(2,4,6-trifluorophenyl)pyridin-2(1H)-one ClC1=C(C=C(C=C1)F)C=1C=CC(N(C1C1=C(C=C(C=C1F)F)F)CC)=O